C(C)C1=NN(C2=C1C(NCC1(CCOCC1)C2)=O)C[C@H](COC(C2=CC(=CC(=C2)C(F)(F)F)OC)=O)C 3-Methoxy-5-(trifluoromethyl)benzoic acid [(2R)-3-(3-ethyl-4-oxo-spiro[6,8-dihydro-5H-pyrazolo[4,3-c]azepin-7,4'-tetrahydropyran]-1-yl)-2-methyl-propyl] ester